C(C)(C)(C)OC(=O)O[C@@H]1[C@H]([C@H](N(C1)C(=O)OC(C)(C)C)CC1=CC=C(C=C1)C=1SC=C(C1)C#N)O tert-butyl (2R,3S,4S)-4-[(tert-butoxycarbonyl)oxy]-2-{[4-(4-cyanothiophen-2-yl)phenyl]methyl}-3-hydroxypyrrolidine-1-carboxylate